C(C)(=O)OC=1C(=NC=CC1OC)C(=O)N[C@H](C(=O)O[C@H](C(C)C1=C(C=CC=C1)C)C)C [(1S)-1-methyl-2-(o-tolyl)propyl] (2S)-2-[(3-acetoxy-4-methoxy-pyridine-2-carbonyl)amino]propanoate